5-((4-((1,5-difluoropent-3-yl)amino)-5-methylpyrimidin-2-yl)amino)benzo[c][1,2]oxaborol-1(3H)-ol FCCC(CCF)NC1=NC(=NC=C1C)NC1=CC2=C(B(OC2)O)C=C1